Di(3-trimethoxysilylpropyl)amine CO[Si](CCCNCCC[Si](OC)(OC)OC)(OC)OC